3-amino-1-(3-(4-(benzyloxy)butoxy)phenyl)propan-1-ol NCCC(O)C1=CC(=CC=C1)OCCCCOCC1=CC=CC=C1